C1(=CC=CC=C1)C1=CC=CC=C1.[Ti] titanium biphenyl